C(#N)/C(/C(=O)OCC)=C\C1=CN(C2=CC=CC=C12)CC1=CC(=C(C=C1)F)F Ethyl (E)-2-cyano-3-(1-(3,4-difluorobenzyl)-1H-indol-3-yl)acrylate